[6-(5-cyclopropyl-4H-1,2,4-triazol-3-yl)-2-azaspiro[3.3]heptan-2-yl]-[7-[(4-methylsulfonylphenyl)methyl]-2,7-diazaspiro[3.5]nonan-2-yl]methanone C1(CC1)C=1NC(=NN1)C1CC2(CN(C2)C(=O)N2CC3(C2)CCN(CC3)CC3=CC=C(C=C3)S(=O)(=O)C)C1